(R)-6-(4-((2-oxo-6-azaspiro[3.3]heptan-6-yl)methyl)-2-methoxybenzyl)-2-amino-4-(pentan-2-ylamino)pyrimido[4,5-d]pyridazin-5(6H)-one O=C1CC2(C1)CN(C2)CC2=CC(=C(CN1N=CC3=C(C1=O)C(=NC(=N3)N)N[C@H](C)CCC)C=C2)OC